C(C)(C)N1N=CC(=C1)C=1C(=NC(=NC1)NC=1C=C(C=CC1)C)NC1=CC=C2CCNCC2=C1 (1-isopropyl-1H-pyrazol-4-yl)-N4-(1,2,3,4-tetrahydroisoquinolin-7-yl)-N2-(m-tolyl)pyrimidine-2,4-diamine